N[C@H](C(=O)O)[C@H](CC(C)C)C1=CNC2=CC=CC=C12 (2S,3R)-2-amino-3-(1H-indol-3-yl)-5-methylhexanoic acid